ClC1=C(C(=CC=C1)C)N1COC2=C(C1=O)C=NC(=N2)NC2=CC=C(C=C2)N2CCNCC2 3-(2-Chloro-6-methylphenyl)-7-((4-(piperazin-1-yl)phenyl)amino)-2,3-dihydro-4H-pyrimido[5,4-e][1,3]oxazin-4-one